trans-4-(3-(4-morpholinylstyryl)-1H-indazol-6-yl)pyrimidin-2-amine N1(CCOCC1)C1=CC=C(/C=C/C2=NNC3=CC(=CC=C23)C2=NC(=NC=C2)N)C=C1